N1=CC(=CC=C1)C(C(=O)N)CCCCCCCC pyridin-3-yldecanamide